ClC1=CC=C(C=C1)C=1C=C(C(N(N1)C1=CC(=CC=C1)F)=O)C(=O)N[C@H]1[C@H](CCCC1)O 6-(4-chlorophenyl)-2-(3-fluorophenyl)-N-[(1R,2S)-2-hydroxycyclohexyl]-3-oxo-2,3-dihydropyridazine-4-carboxamide